Cl.S1C2=C(C=C1)C(=CC=C2)N2CCNCC2 1-benzo[b]thiophene-4-yl-piperazine hydrochloride